5-(8-cyclopropyl-2-methyl[1,2,4]triazolo[1,5-a]pyrazin-6-yl)-2-{3-[(3R,5S)-3,5-dimethylpiperazin-1-yl]-1,2,4-triazin-6-yl}phenol C1(CC1)C=1C=2N(C=C(N1)C=1C=CC(=C(C1)O)C1=CN=C(N=N1)N1C[C@H](N[C@H](C1)C)C)N=C(N2)C